C(C)(=O)N[C@@H](CCCNC(N)=N)C(=O)N[C@@H](CS)C(=O)N[C@H](C)C(=O)N[C@@H](CC1=CNC=N1)C(=O)N[C@H](CC1=CC=CC=C1)C(=O)N[C@@H](CCCNC(N)=N)C(=O)N[C@@H](CC1=CNC2=CC=CC=C12)C(=O)N[C@@H](CS)C(=O)N N2-Acetyl-L-arginyl-L-cysteinyl-D-alanyl-L-histidyl-D-phenylalanyl-L-arginyl-L-tryptophyl-L-cysteinamide